N1(CCC1)C(=O)C1=NC=C(C=C1Br)Cl 2-(azetidin-1-ylcarbonyl)-3-bromo-5-chloropyridine